ClC=1C=C(C=C(C1C)CN1CCOCC1)NC(OC1=CC=CC=C1)=O phenyl (3-chloro-4-methyl-5-(morpholinomethyl)phenyl)carbamate